2-(3-(2-Ethoxy-2-oxoethoxy)phenyl)-7-((2-ethoxy-2-oxoethyl)sulfonyl)-2,6,6-trimethylheptanoic acid C(C)OC(COC=1C=C(C=CC1)C(C(=O)O)(CCCC(CS(=O)(=O)CC(=O)OCC)(C)C)C)=O